2-(5-bromo-2-methyl-phenyl)acetic acid BrC=1C=CC(=C(C1)CC(=O)O)C